N4-cyclopentyl-N2-(2-methoxy-4-(methylsulfonyl)phenyl)-5-(trifluoromethyl)-7H-pyrrolo[2,3-d]pyrimidine-2,4-diamine C1(CCCC1)NC=1C2=C(N=C(N1)NC1=C(C=C(C=C1)S(=O)(=O)C)OC)NC=C2C(F)(F)F